FC1(CCC(CC1)COC1=NC(=NC=C1F)NC1=CC=C(C=C1)N1C[C@H](O[C@H](C1)C)C)F 4-((4,4-difluorocyclohexyl)methoxy)-N-(4-((2R,6S)-2,6-dimethylmorpholino)phenyl)-5-fluoropyrimidin-2-amine